C(CCCCCCCCCCCCCCCCCCCCCCCCC)[SiH2]O[SiH2]O[SiH2]O[SiH2]O[SiH2]O[SiH2]O[SiH2]O[SiH2]O[SiH2]O[SiH2]O[SiH2]O[SiH3] hexacosyl-dodecasiloxane